1-acetyl-5-(2-((5-chloro-4-(5,5-dimethyl-5,6-dihydro-4H-pyrrolo[1,2-b]pyrazol-3-yl)pyridin-2-yl)amino)-2-oxoethyl)piperidine-3-carboxylic acid methyl ester COC(=O)C1CN(CC(C1)CC(=O)NC1=NC=C(C(=C1)C1=C2N(N=C1)CC(C2)(C)C)Cl)C(C)=O